C(CC)[NH+]1CCNCC1 Propylpiperazinium